pentadienic anhydride C(C=CC=C)(=O)OC(C=CC=C)=O